4-(2-Acetoxyacetyl)-6-bromo-2-cyclopropyloxynicotinic acid methyl ester COC(C1=C(N=C(C=C1C(COC(C)=O)=O)Br)OC1CC1)=O